tert-Butyl 4-(5-(3-(2-bromo-3-((N-ethyl-N-methylsulfamoyl)amino)benzoyl)-1H-pyrrolo[2,3-b]pyridin-5-yl)pyridin-2-yl)piperazine-1-carboxylate BrC1=C(C(=O)C2=CNC3=NC=C(C=C32)C=3C=CC(=NC3)N3CCN(CC3)C(=O)OC(C)(C)C)C=CC=C1NS(N(C)CC)(=O)=O